(2,3-dichlorophenyl)piperidine-4-carboxylic acid ethyl ester C(C)OC(=O)C1CCN(CC1)C1=C(C(=CC=C1)Cl)Cl